The molecule is an (omega-1)-hydroxy fatty acid ascaroside obtained by formal condensation of the alcoholic hydroxy group of (2E,12R)-12-hydroxytridec-2-enoic acid with ascarylopyranose (the alpha anomer). It is a metabolite of the nematode Caenorhabditis elegans. It has a role as a Caenorhabditis elegans metabolite. It is an alpha,beta-unsaturated monocarboxylic acid and an (omega-1)-hydroxy fatty acid ascaroside. It derives from a (2E,12R)-12-hydroxytridec-2-enoic acid. It is a conjugate acid of an ascr#21(1-). C[C@H]1[C@@H](C[C@H]([C@@H](O1)O[C@H](C)CCCCCCCC/C=C/C(=O)O)O)O